ONC(CCCCCCNC(=O)C1=NC2=CC=CC=C2C(=C1)OCC1=CC=CC2=CC=CC=C12)=O N-(7-(hydroxyamino)-7-oxoheptyl)-4-(naphthalen-1-ylmethoxy)quinoline-2-carboxamide